(2-oxo-1-(2-oxo-2-((1R,2R,3R,5S)-2,6,6-trimethylbicyclo[3.1.1]heptan-3-ylamino)ethyl)-1,2-dihydropyridin-3-yl)hexanediamide O=C1N(C=CC=C1C(C(=O)N)CCCC(=O)N)CC(N[C@H]1[C@@H]([C@@H]2C([C@H](C1)C2)(C)C)C)=O